BrC=1C=CC=2C3=C(C=[N+](C2C1)[O-])N=C(N3C3CCC3)CCNC(=O)OC(C)(C)C 7-bromo-2-(2-[[(tert-butoxy)carbonyl] amino] ethyl)-1-cyclobutyl-1H-imidazo[4,5-c]quinolin-5-ium-5-olate